benzyl (((3-oxoquinuclidin-2-yl)methoxy)(phenoxy)phosphoryl)-L-alaninate O=C1C(N2CCC1CC2)COP(=O)(OC2=CC=CC=C2)N[C@@H](C)C(=O)OCC2=CC=CC=C2